(S)-N-(3-Fluoro-5-(1-methyl-1H-pyrazol-4-yl)benzyl)-8-(pyrrolidin-2-yl)-7H-purine-6-carboxamide hydrochloride Cl.FC=1C=C(CNC(=O)C2=C3NC(=NC3=NC=N2)[C@H]2NCCC2)C=C(C1)C=1C=NN(C1)C